(R)-3-((3-(8-amino-4-morpholinopyrido[3,4-d]pyrimidin-2-yl)phenyl)ethynyl)-3-hydroxy-1-methylpyrrolidin-2-one trifluoroacetate FC(C(=O)O)(F)F.NC1=NC=CC2=C1N=C(N=C2N2CCOCC2)C=2C=C(C=CC2)C#C[C@]2(C(N(CC2)C)=O)O